rac-4-(2-(benzyloxy)-5-methylbenzoyl)-3-hydroxy-1-(tetrahydro-2H-pyran-4-yl)-5-(4-(trifluoromethyl)phenyl)-1,5-dihydro-2H-pyrrol-2-one C(C1=CC=CC=C1)OC1=C(C(=O)C2=C(C(N([C@@H]2C2=CC=C(C=C2)C(F)(F)F)C2CCOCC2)=O)O)C=C(C=C1)C |r|